tert-butyl 5-chloro-7-((4-cyano-2-fluorobenzyl) oxy)-3,4-dihydroisoquinoline-2(1H)-carboxylate ClC1=C2CCN(CC2=CC(=C1)OCC1=C(C=C(C=C1)C#N)F)C(=O)OC(C)(C)C